N-(2-phenyl-3,4-dihydro-2H-1,4-benzoxazin-7-yl)-N'-[(pyridin-4-yl)methyl]urea C1(=CC=CC=C1)C1OC2=C(NC1)C=CC(=C2)NC(=O)NCC2=CC=NC=C2